5-bromobenzo[b]naphtho[2,1-d]thiophene BrC1=CC=2C3=C(SC2C=2C=CC=CC12)C=CC=C3